ClC=1SC(=CN1)C[N+]1=C2N(C(C(=C1)C1SC(C(S1)C)C)=O)C=CC=C2 1-((2-chlorothiazol-5-yl)methyl)-3-(4,5-dimethyl-1,3-dithiolan-2-yl)-4-oxo-4H-pyrido[1,2-a]pyrimidinium